(S)-2-(1-(5-chloro-3-methyl-1H-pyrazol-1-yl)cyclopropane-1-carboxamido)-4-(((S)-3-fluoro-2-methoxypropyl)(4-(5,6,7,8-tetrahydro-1,8-naphthyridin-2-yl)butyl)amino)butanoic acid ClC1=CC(=NN1C1(CC1)C(=O)N[C@H](C(=O)O)CCN(CCCCC1=NC=2NCCCC2C=C1)C[C@@H](CF)OC)C